CC(C(=O)O)N(CC(=O)O)CC(=O)O methylglycine diacetic acid